NC=1C2=C(N=CN1)N(C(=C2C(=O)NC2=CC=C(C=C2)CSC)Br)C2(CC2)C 4-amino-6-bromo-7-(1-methylcyclopropyl)-N-(4-((methylthio)methyl)phenyl)-7H-pyrrolo[2,3-d]pyrimidine-5-carboxamide